OCCNCC=1C=CC(=NC1)C(=O)NC=1C(=C(C=CC1)C1=C(C(=CC=C1)C1=CC=2N(C=C1)C(=NN2)C2=CC=C(CN1[C@H](CCC1)C(=O)O)C=C2)C)C (4-(7-(3'-(5-(((2-hydroxyethyl)amino)methyl)picolinamido)-2,2'-dimethyl-[1,1'-biphenyl]-3-yl)-[1,2,4]triazolo[4,3-a]pyridin-3-yl)benzyl)-D-proline